C(C1=CC=CC=C1)(P(C1CCCCC1)(C1CCCCC1)C1CCCCC1)P(C1CCCCC1)(C1CCCCC1)C1CCCCC1 benzylidenbis(tricyclohexylphosphin)